1,3-dimethyl-1,2,3,4-tetrahydro-4-quinolinone CN1CC(C(C2=CC=CC=C12)=O)C